(2-chloro-3-cyano-4-trifluoromethanesulfonylphenyl)-6-fluoro-1,2,3,4-tetrahydroquinoline-8-carbonitrile ClC1=C(C=CC(=C1C#N)S(=O)(=O)C(F)(F)F)N1CCCC2=CC(=CC(=C12)C#N)F